BrC1=CC(=NC=N1)NC(C)=O N-(6-bromopyrimidin-4-yl)acetamide